N1C(=NC=C1)S(=O)(=O)N1C[C@H]([C@@H](C1)F)NC1=C2N=CN(C2=NC(=N1)N[C@H]([C@@H](C)O)CC)C |o1:10,11| (2R,3S)-3-((6-(((3R*,4R*)-1-((1H-imidazol-2-yl)sulfonyl)-4-fluoropyrrolidin-3-yl)amino)-9-methyl-9H-purin-2-yl)amino)pentan-2-ol